tert-butyl 3-(2-((1,3-dioxoisoindolin-2-yl) methyl) pyridin-4-yl)-2,5-dihydro-1H-pyrrole-1-carboxylate O=C1N(C(C2=CC=CC=C12)=O)CC1=NC=CC(=C1)C=1CN(CC1)C(=O)OC(C)(C)C